C(C)(C)(C)OC(=O)N([C@H](C(=O)O[C@@H](C(=O)OCC1=CC=CC=C1)CC1=CC=C(C=C1)C#N)CC(C)C)C (2R)-1-(benzyloxy)-3-(4-cyanophenyl)-1-oxopropan-2-yl (2S)-2-[[(tert-butoxy)carbonyl](methyl)amino]-4-methylpentanoate